5-(methoxy-d3)-1-methyl-1H-pyrazole-4-sulfonyl chloride C(OC1=C(C=NN1C)S(=O)(=O)Cl)([2H])([2H])[2H]